OC1=C(C=CC=C1)C1=CC(=CN=N1)N1CCC(CC1)(C(=O)OC)C1=C(C=CC=C1)OC methyl 1-(6-(2-hydroxyphenyl)pyridazin-4-yl)-4-(2-methoxyphenyl)piperidine-4-carboxylate